CC1=C(C(=C(C1(C)[Ti]C1(C(=C(C(=C1C)C)C)C)C)C)C)C bis(pentamethyl-cyclopentadienyl)titanium